FC1=C(C(=C(C=C1C1=NN(C2=NC(=NC=C21)N2CCC(CC2)OC(C)C)C)C(F)(F)F)F)O 2,6-Difluoro-3-(6-(4-isopropoxypiperidin-1-yl)-1-methyl-1H-pyrazolo[3,4-d]pyrimidin-3-yl)-5-(trifluoromethyl)phenol